C(C1=CC=CC=C1)N1N=C2C(N(C=3C(N(N=CC32)CC3=CC(=CC=C3)OC)=O)C)=C1 2-benzyl-6-(3-methoxybenzyl)-4-methyl-4,6-dihydropyrazolo[3',4':4,5]pyrrolo[2,3-d]pyridazin-5(2H)-one